1-((3-((3R,5R)-5-(3,4-dichlorophenyl)tetra-hydrofuran-3-yl)-1,2,4-oxadiazol-5-yl)methyl)-7-methyl-1,7-dihydro-6H-purin-6-one ClC=1C=C(C=CC1Cl)[C@H]1C[C@@H](CO1)C1=NOC(=N1)CN1C=NC=2N=CN(C2C1=O)C